N1=CC=CC2=C(C=CC=C12)C1(CC1)N 1-(Quinolin-5-yl)cyclopropanamine